2-chloro-N-methyl-N-(thiophen-2-yl)quinazolin-4-amine ClC1=NC2=CC=CC=C2C(=N1)N(C=1SC=CC1)C